C(CCC)P(CCCS(=O)(=O)O)CCCC 3-(di-n-butylphosphino)propane-1-sulfonic acid